(4aSR,8aSR)-5-((1-ethoxyethoxy)methyl)-1,1,4a-trimethyl-6-methylenedecahydronaphthalene C(C)OC(C)OCC1[C@]2(CCCC([C@@H]2CCC1=C)(C)C)C |r|